methyl 3-((8-methoxy-2-(6-methoxypyridin-3-yl)-2,3-dihydrobenzo[b][1,4]dioxin-6-yl) methyl)-3H-imidazo[4,5-b]pyridine-6-carboxylate COC1=CC(=CC2=C1OC(CO2)C=2C=NC(=CC2)OC)CN2C=NC=1C2=NC=C(C1)C(=O)OC